C(C)(C)N1N=C(C=CC1=O)C(=O)OC methyl 1-isopropyl-6-oxo-1,6-dihydropyridazine-3-carboxylate